CN(C=1C=C(C=CC1)C1=CCC(CN1C(=O)OC(C)(C)C)C)C tert-Butyl 6-[3-(dimethylamino)phenyl]-3-methyl-3,4-dihydro-2H-pyridine-1-carboxylate